CC1=NC2=CC=CC=C2C(=C1)C(=O)N1CC(CCC1)C(=O)NC1=CC=CC=C1 1-(2-methylquinoline-4-carbonyl)-N-phenylpiperidine-3-carboxamide